BrC1=C2C(=NC=C1)NC=C2Cl 4-bromo-3-chloro-1H-pyrrolo[2,3-b]pyridine